2-(3,4-dimethoxyphenyl)-2-oxoethyl 3-(morpholin-4-yl)benzoate N1(CCOCC1)C=1C=C(C(=O)OCC(=O)C2=CC(=C(C=C2)OC)OC)C=CC1